2-amino-6-((2-aminobut-3-ynoyl)oxy)hexanoic acid NC(C(=O)O)CCCCOC(C(C#C)N)=O